1-((S)-1-(2,2,3,3,4,4,4-heptafluorobutyl)pyrrolidin-3-yl)imidazole FC(CN1C[C@H](CC1)N1C=NC=C1)(C(C(F)(F)F)(F)F)F